N1C(C2(C3=CC=CC=C13)CCCCCC2)=O spiro[cycloheptane-1,3'-indol]-2'-one